BrC=1C=C2C(=CN(C2=CC1)C(CCCCP(O)(O)=O)=O)/C(=C/C1=C(C=CC(=C1)C#N)OC)/C#N (Z)-5-(5-bromo-3-(1-cyano-2-(5-cyano-2-methoxyphenyl)vinyl)-1H-indol-1-yl)-5-oxopentylphosphonic acid